OCC(=CCNC1=C2N=CN(C2=NC=N1)C1[C@H](O)[C@@H](O)[C@H](O)[C@H](O1)CO)C 6-(3-hydroxymethyl-3-methylallyl)amino-9-glucopyranosylpurine